C(C)(C)(C)OC(=O)N1S(OCC1)(=O)=O 1,2,3-oxathiazolidine-3-carboxylic acid tert-butyl ester-2,2-dioxide